C(C)(=O)NC1=CC=CC=C1 (1S)-acetanilide